(4-(2-(5-((1R,4R,7R)-7-Amino-2-azabicyclo[2.2.1]heptan-2-carbonyl)-7-methoxy-1-methyl-1H-benzo[d]imidazol-2-yl)-1-(cyclopropylmethyl)-1H-indol-7-yl)piperidin-1-yl)(cyclopropyl)methanon N[C@H]1[C@@H]2N(C[C@H]1CC2)C(=O)C2=CC1=C(N(C(=N1)C=1N(C3=C(C=CC=C3C1)C1CCN(CC1)C(=O)C1CC1)CC1CC1)C)C(=C2)OC